(5,7-dihydro-4H-spiro[benzo[d]thiazole-6,1'-cyclopropan]-2-yl)methyl (4-nitrophenyl) carbonate C(OCC=1SC2=C(N1)CCC1(CC1)C2)(OC2=CC=C(C=C2)[N+](=O)[O-])=O